Methyl N6-[(benzyloxy)carbonyl]-N2-{bis[2-({2-[(α-D-mannopyranosyl)oxy]ethyl}amino)-2-oxoethyl]glycyl}-L-lysinate C(C1=CC=CC=C1)OC(=O)NCCCC[C@H](NC(CN(CC(NCCO[C@@H]1[C@@H](O)[C@@H](O)[C@H](O)[C@H](O1)CO)=O)CC(=O)NCCO[C@@H]1[C@@H](O)[C@@H](O)[C@H](O)[C@H](O1)CO)=O)C(=O)OC